ClC1=CC(=C(C=C1)C1=NC(=CC=2N=C(N(C(C21)=O)C)C)N2C[C@H](CCC2)N2N=CC(=C2)C)F (S)-5-(4-chloro-2-fluorophenyl)-2,3-dimethyl-7-(3-(4-methyl-1H-pyrazol-1-yl)piperidin-1-yl)pyrido[4,3-d]pyrimidin-4(3H)-one